6-chloro-4-[2-[(4-chlorophenyl)methyl]-1,3,3a,4,6,6a-hexahydropyrrolo[3,4-c]pyrrol-5-yl]-1-methyl-2-oxo-1,5-naphthyridine-3-carbonitrile ClC=1N=C2C(=C(C(N(C2=CC1)C)=O)C#N)N1CC2C(C1)CN(C2)CC2=CC=C(C=C2)Cl